Cl.N[C@H]1[C@@H](C1)C=1C=C(SC1C)C(=O)NC1CCC(CC1)(F)F 4-(trans-2-aminocyclopropyl)-N-(4,4-difluorocyclohexyl)-5-methylthiophene-2-carboxamide Hydrochloride